C(C)(C)(C)OC(=O)N1C(C(CCCC1)C1=CC=2C(=NC=CC2NC=2C=CC3=C(N=CS3)C2)S1)C 3-(4-(benzo[d]thiazol-5-ylamino)thieno[2,3-b]pyridin-2-yl)-2-methylazepan-1-carboxylic acid tert-butyl ester